ferrous sulfanilate S(=O)(C1=CC=C(C=C1)N)(=O)[O-].[Fe+2].S(=O)(C1=CC=C(C=C1)N)(=O)[O-]